C1(CC1)N(C(=O)C1=NC(=CC(=C1)C(=O)N)CC1=C(C=CC=C1)C)C N-cyclopropyl-N-methyl-6-(2-methylbenzyl)pyridine-2,4-dicarboxamide